C1(CC1)C1=NOC=C1C(N)=NO 3-Cyclopropyl-N'-hydroxyisoxazole-4-carboximidamide